benzyl-glycine TFA salt OC(=O)C(F)(F)F.C(C1=CC=CC=C1)NCC(=O)O